OC=1C=CC=C2C(=CC(=NC12)C1=CC=C(C(=O)OC)C=C1)OC methyl 4-(8-hydroxy-4-methoxyquinolin-2-yl)benzoate